ClC1=NC=CC(=C1N1CCN(CC1)CC=1C=C2C(N(C(C2=CC1)=O)N1C(NC(CC1)=O)=O)=O)Cl 5-((4-(2,4-dichloropyridin-3-yl)piperazin-1-yl)methyl)-2-(2,4-dioxotetrahydropyrimidine-1(2H)-yl)isoindoline-1,3-dione